allylbis(dimethylamino)methylsilane C(C=C)[SiH2]C(N(C)C)N(C)C